C1(CCCCC1)CCNC(=O)NC1=CC=C(C=C1)C1=CC2=C(N(C(=N2)C(F)(F)F)C2=CC=CC=C2)C=C1 (2-Cyclohexylethyl)-3-(4-(1-phenyl-2-(trifluoromethyl)-1H-benzimidazol-5-yl)phenyl)urea